ClCC1=CC=C(C(=O)NCCCN2C(C(C=3C4=C(C=CC23)C=CC=C4)(C)C)=C)C=C1 4-(chloromethyl)-N-(3-(1,1-dimethyl-2-methylene-1,2-dihydro-3H-benzo[e]indol-3-yl)propyl)benzamide